NC1=NC=NC2=C(C=CC=C12)C(=O)NC1=C2C=CN=C(C2=CC=C1C)NC1=C(C(=CC=C1)C#N)F 4-Amino-N-(1-((3-cyano-2-fluorophenyl)amino)-6-methylisoquinolin-5-yl)quinazoline-8-carboxamide